NC1CN(CC1)C1=NC(=CC(=N1)N1C(C2=CC=C(C(=C2C1)C1=C(C=CC=C1OC)F)OC)=O)C 2-(2-(3-aminopyrrolidin-1-yl)-6-methylpyrimidin-4-yl)-4-(2-fluoro-6-methoxyphenyl)-5-methoxyisoindolin-1-one